O.[Na+].[Na+].[Na+].C(C(O)C(C(=O)[O-])CC(=O)[O-])(=O)[O-] isocitrate trisodium salt hydrate